4-{[5-(cyclohexylamino)[1,2,4]triazolo[1,5-a]pyrimidin-7-yl]amino}benzenesulfonamide C1(CCCCC1)NC1=NC=2N(C(=C1)NC1=CC=C(C=C1)S(=O)(=O)N)N=CN2